1-(3''-(4-(tert-butyl)piperazin-1-yl)-3-chloro-5'-fluoro-2'-hydroxy-[1,1':3',1''-terphenyl]-4-yl)-3-methylimidazolidin-2-one C(C)(C)(C)N1CCN(CC1)C=1C=C(C=CC1)C=1C(=C(C=C(C1)F)C1=CC(=C(C=C1)N1C(N(CC1)C)=O)Cl)O